5-{[(3R)-2-oxopyrrolidin-3-yl]amino}[1,2,4]triazolo[1,5-c]quinazolin O=C1NCC[C@H]1NC1=NC=2C=CC=CC2C=2N1N=CN2